N1(CCOCC1)C1N(CCCC1)C(=O)[O-] morpholin-4-yl-piperidine-1-carboxylate